C(#N)C(C(=O)OC(C)C)(C(C(=O)OC(C)C)C(C)CC)C(C)CC diisopropyl 2-cyano-2,3-di-sec-butylsuccinate